ClC=1C=C2N3CCN(CC3C(NC2=NN1)=O)C(=O)OC(C)(C)C tert-butyl 4-chloro-9-oxo-1,5,6,8,12-pentazatricyclo[8.4.0.02,7]tetradeca-2,4,6-triene-12-carboxylate